C(C)(=O)OC=1C(C(=O)[O-])=CC=CC1.[Na+].ClC=1C=C(C=C(C1)OC)N1N=CC(=C1)[C@@H](C(=O)NC1=CC(=NN1)C1CC1)C (S)-2-(1-(3-chloro-5-methoxyphenyl)-1H-pyrazol-4-yl)-N-(3-cyclopropyl-1H-pyrazol-5-yl)propanamide sodium acetylsalicylate salt